7-bromo-6-(cyclopropyloxy)-3-(4-isoquinolinyl)-1H-quinazoline-2,4-dione BrC1=C(C=C2C(N(C(NC2=C1)=O)C1=CN=CC2=CC=CC=C12)=O)OC1CC1